NCCCCCCO 6-aminohexanol